1-(4-(3-isopropyl-2-(8-methyl-[1,2,4]triazolo[1,5-a]pyridin-6-yl)-1H-indol-5-yl)piperidin-1-yl)-2-(2-oxa-6-azaspiro[3.3]heptan-6-yl)ethan-1-one C(C)(C)C1=C(NC2=CC=C(C=C12)C1CCN(CC1)C(CN1CC2(COC2)C1)=O)C=1C=C(C=2N(C1)N=CN2)C